C(C)OC(=O)N1CC2(C1)C[C@@H](CC2)N2CCNCC2.ClC2=C(C=C(C=C2)CN(C2=C(C(=NC=N2)NCC2=CC=C(C=C2)CC(=O)N)F)C2CC2)OC 2-[4-[[[6-[(4-chloro-3-methoxyphenyl)methyl-cyclopropyl-amino]-5-fluoro-pyrimidin-4-yl]amino]methyl]phenyl]acetamide ethyl-(6R)-6-piperazin-1-yl-2-azaspiro[3.4]octane-2-carboxylate